6-[2-[2-(2-aminoethoxy)ethoxy]ethyl-[6-(2-hexyldecanoyloxy)hexyl] amino]hexyl 2-hexyldecanoate C(CCCCC)C(C(=O)OCCCCCCN(CCCCCCOC(C(CCCCCCCC)CCCCCC)=O)CCOCCOCCN)CCCCCCCC